5-NONANONE CCCCC(CCCC)=O